C[C@@H]1CN(C[C@H]2N1CCN(CC2)C2=CN=CC=1CNCCC21)C2=C1C=CC=NC1=C(C=C2)C#N 5-[(4R,10aS)-4-methyl-8-(5,6,7,8-tetrahydro-2,7-naphthyridin-4-yl)-1,3,4,6,7,9,10,10a-octahydropyrazino[1,2-d][1,4]diazepin-2-yl]quinoline-8-carbonitrile